C(C1=CC=CC=C1)OCCCCCOC=1C=CC(=NC1)NN 5-(5-(benzyloxy)pentoxy)-2-hydrazinopyridine